6-(4-Methylphenyl)Pyridine-3-amine CC1=CC=C(C=C1)C1=CC=C(C=N1)N